CN(C=C=C)C N,N-dimethylpropene-2-ene-1-amine